N-tert-butyl-N'-(2,6-diisopropyl-4-phenoxyphenyl)formamidine C(C)(C)(C)NC=NC1=C(C=C(C=C1C(C)C)OC1=CC=CC=C1)C(C)C